[C@H](C)(CC)[C@@H]1N(CC2=C(NC1=O)C=C(C=C2F)F)C(=O)N (S)-3-((S)-sec-butyl)-6,8-difluoro-2-oxo-1,2,3,5-tetrahydro-4H-benzo[e][1,4]diazepine-4-carboxamide